FC=1C=C(C#N)C=C(C1F)Cl 3,4-difluoro-5-chloro-benzonitrile